2-(3,4-dimethoxyphenyl)-3,5,7-trimethoxyquinolin-4-one COC=1C=C(C=CC1OC)C1=NC2=CC(=CC(=C2C(C1OC)=O)OC)OC